C[C@@H]1CN=C2N1C1=CC=C(C=C1C(N2CC=2C=NC=CC2)=O)S(=O)(=O)NC2(CC2)C (R)-1-methyl-N-(1-methyl-cyclopropyl)-5-oxo-4-(pyridin-3-ylmethyl)-1,2,4,5-tetrahydroimidazo[1,2-a]-quinazoline-7-sulfonamide